ethyl 3-(4,4,5,5-tetramethyl-1,3,2-dioxaborolan-2-yl)cyclohex-2-ene-1-carboxylate CC1(OB(OC1(C)C)C1=CC(CCC1)C(=O)OCC)C